S1C(=CC2=C1C=CC=C2)C=2OC1=C(N2)C=CC=C1 2-(benzothiophene-2-yl)benzo[d]Oxazole